2-chloro-N-(5-chloro-6-(2H-1,2,3-triazol-2-yl)pyridin-3-yl)-5-ethynyl-4-(3-ethynyl-pyridin-4-yl)benzamide ClC1=C(C(=O)NC=2C=NC(=C(C2)Cl)N2N=CC=N2)C=C(C(=C1)C1=C(C=NC=C1)C#C)C#C